3-(3-fluoro-5-methoxy-anilino)-3-oxo-propanoic acid FC=1C=C(NC(CC(=O)O)=O)C=C(C1)OC